1-benzyl-6-bromo-1,4-dihydropyrrolo[2',3':4,5]pyrrolo[3,2-b]pyridine-2-carboxylic acid methyl ester COC(=O)C1=CC2=C(C3=NC=C(C=C3N2)Br)N1CC1=CC=CC=C1